N-[(2,4-dimethoxyphenyl)methyl]-4-[(3S)-3-(dimethylamino)-3-[2-[4-methyl-3-(trifluoromethyl)-phenyl]ethyl]-1-piperidyl]-2,6-difluoro-N-pyrimidin-4-yl-benzenesulfonamide COC1=C(C=CC(=C1)OC)CN(S(=O)(=O)C1=C(C=C(C=C1F)N1C[C@@](CCC1)(CCC1=CC(=C(C=C1)C)C(F)(F)F)N(C)C)F)C1=NC=NC=C1